C(N)(=O)C1=CC2=C(N(C(=N2)N)C/C=C/CN2C(=NC3=C2C(=CC(=C3)C(=O)N)OC)NC(=O)C3=CC(=NN3CC)C)C=C1 (E)-1-(4-(5-carbamoyl-2-amino-1H-benzoimidazol-1-yl)but-2-en-1-yl)-2-(1-ethyl-3-methyl-1H-pyrazole-5-carboxamido)-7-methoxy-1H-benzo[d]imidazole-5-carboxamide